BrC1=CC(=CC(=C1)I)C(F)F 1-bromo-3-(difluoromethyl)-5-iodobenzene